3-bromo-6-chloro-N-[(1S)-1-(2-fluorophenyl)ethyl]imidazo[1,2-b]pyridazin-8-amine BrC1=CN=C2N1N=C(C=C2N[C@@H](C)C2=C(C=CC=C2)F)Cl